BrC1=CN(C=2N=CN=C(C21)Cl)C2CC2 5-bromo-4-chloro-7-cyclopropyl-7H-pyrrolo[2,3-d]pyrimidine